N1(CCOCC1)C1=NC(=NC(=N1)C=1SC(=CC1)CN1CCOCC1)C1=CC=C(C=C1)NC(=O)NCC=1C=NC=NC1 1-(4-(4-morpholinyl-6-(5-(morpholinylmethyl)thiophen-2-yl)-1,3,5-triazin-2-yl)phenyl)-3-(pyrimidin-5-ylmethyl)urea